C(C)(C)(C)OC(NC1CCC(CC1)(O)C(CCOC)(F)F)=O (4-(1,1-difluoro-3-methoxypropyl)-4-hydroxycyclohexyl)carbamic acid tert-butyl ester